3-(((1-(3-Fluoropropyl)azetidin-3-yl)(methyl)carbamoyl)oxy)propane-1,2-diyl distearate C(CCCCCCCCCCCCCCCCC)(=O)OCC(COC(N(C)C1CN(C1)CCCF)=O)OC(CCCCCCCCCCCCCCCCC)=O